OC1=C2C=CC(C(=C3C=CC(=C(C=4C=CC(=C(C5=CC=C1N5)O)N4)O)N3)O)=N2 tetra-hydroxy-porphyrin